BrC=1C(=C2C(=NC1)N=C(N2COCC[Si](C)(C)C)C(=O)N2[C@@H](C=1C=CC=NC1CC2)C)C (R)-(6-bromo-7-methyl-1-((2-(trimethylsilyl)ethoxy)methyl)-1H-imidazo[4,5-b]pyridin-2-yl)(5-methyl-7,8-dihydro-1,6-naphthyridin-6(5H)-yl)methanone